C(\C=C\C(=O)O)(=O)O.FC=1C(=C(C=CC1F)C(=O)N1CC(C1)([C@H]1NCCCC1)O)NC1=C(C=C(C=C1)I)F.FC=1C(=C(C=CC1F)C(=O)N1CC(C1)(O)[C@H]1NCCCC1)NC1=C(C=C(C=C1)I)F (S)-[3,4-difluoro-2-(2-fluoro-4-iodophenylamino)phenyl][3-hydroxy-3-(piperidin-2-yl)azetidin-1-yl]methanone hemifumarate